(1R,2S)-2-(3-{[2-ethoxy-5-(1,3-thiazol-2-yl)phenyl]amino}-1H-indazol-6-yl)-5'-methoxy-1'H-spiro[cyclopropane-1,3'-indol]-2'-one C(C)OC1=C(C=C(C=C1)C=1SC=CN1)NC1=NNC2=CC(=CC=C12)[C@@H]1C[C@@]12C(NC1=CC=C(C=C21)OC)=O